CN(C(OC(C)(C)C)=O)CCOCC1CCNCC1 Tert-Butyl N-methyl-N-[2-(4-piperidylmethoxy) ethyl]carbamate